2',6'-dimethyl-[1,1'-biphenyl]-3-carbaldehyde CC1=C(C(=CC=C1)C)C1=CC(=CC=C1)C=O